N-(γ-Maleimidobutyryloxy)succinimide C1(C=CC(N1CCCC(=O)ON1C(CCC1=O)=O)=O)=O